3-(dimethylamino)azetidinium hydrochloride Cl.CN(C1C[NH2+]C1)C